tert-butyl 4-(N-((7-(5-(difluoromethyl)-1,3,4-oxadiazol-2-yl)imidazo[1,2-a]pyridin-2-yl)methyl)-N-phenylsulfamoyl)piperazine-1-carboxylate FC(C1=NN=C(O1)C1=CC=2N(C=C1)C=C(N2)CN(S(=O)(=O)N2CCN(CC2)C(=O)OC(C)(C)C)C2=CC=CC=C2)F